C12C(C3CC(CC(C1)C3)C2)NC(COC=2C=3N(C=C(C2)OC)N=C(C3)C=3N=C2SC(=NN2C3)OC)=O N-((1R,3S,5R,7R)-adamantan-2-yl)-2-((6-methoxy-2-(2-methoxyimidazo[2,1-b][1,3,4]thiadiazol-6-yl)pyrazolo[1,5-a]pyridin-4-yl)oxy)acetamide